4-(3-((5-chloro-2-((1-(1-methylpiperidin-4-yl)-1H-pyrazol-4-yl)amino)pyrimidin-4-yl)amino)propyl)-1,4-oxazepan-3-one ClC=1C(=NC(=NC1)NC=1C=NN(C1)C1CCN(CC1)C)NCCCN1C(COCCC1)=O